NC1=C(C=C(C=C1)C#N)N 1,2-diamino-4-cyanobenzene